The molecule is a 4-ethoxy-3-carboxybenzenesulfonamide in which the sulfonamide nitrogen is a member of a piperazine ring. It is a sulfonamide and a member of piperazines. It derives from a benzoic acid. CCOC1=C(C=C(C=C1)S(=O)(=O)N2CCN(CC2)C)C(=O)O